C(C)(C)(C)OC(=O)NC=1C=C(NC2=NC(=NC=C2CNC2CCN(C3=CC=CC=C23)C(=O)OC(C)(C)C)SC)C=CC1 tert-butyl 4-[[4-[3-(tert-butoxycarbonylamino)anilino]-2-methylsulfanyl-pyrimidin-5-yl]methylamino]-3,4-dihydro-2H-quinoline-1-carboxylate